1-(4-Methoxybenzyl)-2-oxo-N-(2,3,5,6-tetrafluoro-3-hydroxy-[1,1'-biphenyl]-4-yl)-1,2-dihydropyrazolo[1,5-a]pyridine-3-carboxamide COC1=CC=C(CN2C(C(=C3N2C=CC=C3)C(=O)NC=3C(C(C(=C(C3F)F)C3=CC=CC=C3)F)(O)F)=O)C=C1